CN1C=NC2=C1C(=NC=C2)N[C@H]2C[C@H](CCC2)NC2=CC(=NC=1N2N=C(C1)C)C(F)(F)F (1R,3S)-N1-(3-methyl-3H-imidazo[4,5-c]pyridin-4-yl)-N3-(2-methyl-5-(trifluoromethyl)pyrazolo[1,5-a]pyrimidin-7-yl)cyclohexane-1,3-diamine